2-(4-bromophenyl)thiazinane 1,1-dioxide BrC1=CC=C(C=C1)N1S(CCCC1)(=O)=O